P(=O)(OC1=CC=CC=C1)([O-])[O-] monophenyl phosphate